1-[3-(dimethylamino)propyl]-N-[1-(fluoromethyl)cyclopropyl]-2-oxo-3H-benzimidazole-5-sulfonamide CN(CCCN1C(NC2=C1C=CC(=C2)S(=O)(=O)NC2(CC2)CF)=O)C